ClC1=CC(=CC(=N1)N1CCN(CC1)S(=O)(=O)C1=CC=C(C=C1)NC(=O)N1CC=2N(N=CC2C1)C)C(F)(F)F N-[4-[4-[6-chloro-4-(trifluoromethyl)-2-pyridinyl]piperazin-1-yl]sulfonylphenyl]-1-methyl-4,6-dihydropyrrolo[3,4-c]pyrazole-5-carboxamide